3,6-dichloro-4-(1-cyclopropylethyl)pyridazine ClC=1N=NC(=CC1C(C)C1CC1)Cl